O=C1C=C(CCC1)C1=NC2=CC=C(C=C2C=C1)C(=O)OC methyl 2-(3-oxocyclohex-1-en-1-yl)quinoline-6-carboxylate